ClC=1C=C(C=C2C(NC=NC12)=O)C 8-chloro-6-methyl-quinazolin-4(3H)-one